rac-N-[4-(difluoromethoxy)phenyl]-6-(1-hydroxyethyl)-3-oxo-2-[2-(2,2,2-trifluoroethoxy)phenyl]-2,3-dihydropyridazine-4-carboxamide FC(OC1=CC=C(C=C1)NC(=O)C=1C(N(N=C(C1)[C@@H](C)O)C1=C(C=CC=C1)OCC(F)(F)F)=O)F |r|